C(C=C)OCCCCN allyloxybutylamine